ClC=1C=C(C(=NC1)N1C[C@H]([C@@]2(CC1)C=1C=CC(=NC1CN(C2)C[C@@H]2NCCC2)C2=C(C=CC=C2)OCC)CC)C#N 5-chloro-2-[(3'S,5S)-2-(2-ethoxyphenyl)-3'-ethyl-7-[[(2R)-pyrrolidin-2-yl]methyl]spiro[6,8-dihydro-1,7-naphthyridine-5,4'-piperidine]-1'-yl]pyridine-3-carbonitrile